C(C)(C)(C)OC(=O)N([C@@H]1C=C([C@H](N(C1)C(=O)OC(C)(C)C)C(=O)OC)C)O[Si](C)(C)C(C)(C)C (2S,5R)-1-tert-butyl 2-methyl 5-(tert-butoxycarbonyl(tert-butyldimethylsilyloxy)amino)-3-methyl-5,6-dihydropyridine-1,2(2H)-dicarboxylate